4-[6-(2-ethoxyphenyl)pyridin-3-yl]-N-[(3S)-1-methylpyrrolidin-3-yl]piperidine-4-carboxamide C(C)OC1=C(C=CC=C1)C1=CC=C(C=N1)C1(CCNCC1)C(=O)N[C@@H]1CN(CC1)C